C1=CC=CC=2C3=CC=CC=C3N(C12)C=1C(=C(C=C(C1)C)N(C1=C(C=CC=C1)C1=CC(=CC(=C1)C)C(C)(C)C)CCOC)O 2'-((3-(9H-carbazol-9-yl)-2-hydroxy-5-methylphenyl)(2-methoxyethyl)amino)-3-(tert-butyl)-5-methyl-[1,1'-biphenyl]